N1-((2S)-3-(2,2-difluoro-cyclopentyl)-1-oxo-1-(((S)-3-oxo-1-((S)-2-oxopyrrolidin-3-yl)-4-(trifluoromethoxy)butan-2-yl)amino)propan-2-yl)-N2-(2-fluorophenyl)-oxalamide FC1(C(CCC1)C[C@@H](C(N[C@@H](C[C@H]1C(NCC1)=O)C(COC(F)(F)F)=O)=O)NC(C(=O)NC1=C(C=CC=C1)F)=O)F